2-(2,3-Dihydro-[1,4]dioxino[2,3-b]pyridin-2-ylmethoxy)-9-(2-ethoxy-pyridin-3-yl)-6,7-dihydro-pyrimido[6,1-a]isoquinolin-4-one O1C(COC2=NC=CC=C21)COC2=NC(N1C(C3=CC=C(C=C3CC1)C=1C(=NC=CC1)OCC)=C2)=O